COC(C1=CC=C(C=C1)NS(=O)(=O)C1=C(C=CC=C1)NC(=O)NS(=O)(=O)CC1=CC=CC=C1)=O 4-(2-(3-toluenesulfonylureido)phenylsulfonylamino)benzoic acid methyl ester